(R)-9-chloro-4-(dideutero(1-methyl-1H-pyrazol-4-yl)methyl)-1-methyl-N-(1-methylcyclopropyl)-5-oxo-1,2,4,5-tetrahydroimidazo[1,2-a]quinazoline-7-sulfonamide ClC=1C=C(C=C2C(N(C=3N(C12)[C@@H](CN3)C)C(C=3C=NN(C3)C)([2H])[2H])=O)S(=O)(=O)NC3(CC3)C